4-(3,3-difluoropyrrolidin-1-yl)butanoic acid FC1(CN(CC1)CCCC(=O)O)F